[2-[1-(1,1-difluoroethyl)cyclopropyl]ethynyl]-1-(6-fluoro-1-methyl-[1,2,4]triazolo[4,3-a]quinazolin-5-yl)-3,5-dihydro-2H-4,1-benzoxazepine FC(C)(F)C1(CC1)C#CC1N(C2=C(COC1)C=CC=C2)C2=NC=1N(C3=CC=CC(=C23)F)C(=NN1)C